3-(2-Aminopyridin-4-yl)-N-((6-((3R,5S)-3,5-dimethylpiperazin-1-yl)pyridin-2-yl)methyl)-2-methyl-1H-pyrrolo[2,3-b]pyridin-4-amine NC1=NC=CC(=C1)C1=C(NC=2N=CC=C(C21)NCC2=NC(=CC=C2)N2C[C@H](N[C@H](C2)C)C)C